(4-methoxy-7-{1-[(R)-1-(tetrahydro-pyran-3-yl)methyl]-1H-pyrazol-4-yl}-thiazolo[4,5-c]pyridin-2-yl)-amid COC1=NC=C(C2=C1N=C(S2)[NH-])C=2C=NN(C2)C[C@@H]2COCCC2